methyl 4-amino-5-cyano-1-(2-fluorobenzyl)-1H-pyrazole-3-carboxylate NC=1C(=NN(C1C#N)CC1=C(C=CC=C1)F)C(=O)OC